C(C)(=O)N1CC2=CC=C(C=C2C1)NC(C)=O N-(2-acetylisoindolin-5-yl)acetamide